3-methyl-5-(2-methylsulfinylpyrimidin-4-yl)pyrazolo[1,5-a]pyrimidine CC=1C=NN2C1N=C(C=C2)C2=NC(=NC=C2)S(=O)C